NC1=NC2=NC=C(N=C2C(=N1)N)CN(C=O)C1=CC=C(C(=O)N[C@H](C(=O)OC)CCCN2C(C3=CC=C(C=C3C2=O)NC(CNC(C(F)(F)F)=O)=O)=O)C=C1 Methyl (S)-2-(4-(N-((2,4-diaminopteridin-6-yl)methyl)formamido)benzamido)-5-(1,3-dioxo-5-(2-(2,2,2-trifluoroacetamido)acetamido)isoindolin-2-yl)pentanoate